COC1=NC=C(C=C1)C1=CC2=C(N=CN=C2N2CCNCC2)C=N1 2-methoxy-5-(4-(piperazin-1-yl)pyrido[3,4-d]pyrimidin-6-yl)pyridine